C(C)(C)(C)N1CCN(CC1)C1=NC=2N(N=C1C[C@@H]1C(NC[C@@H](C1)C(F)(F)F)=O)C=C(N2)[C@H](C2CCC(CC2)(F)F)NC(OCC2=CC=CC=C2)=O benzyl ((S)-(3-(4-(tert-butyl)piperazin-1-yl)-2-(((3R,5R)-2-oxo-5-(trifluoromethyl)piperidin-3-yl)methyl)imidazo[1,2-b][1,2,4]triazin-6-yl)(4,4-difluorocyclohexyl)methyl)carbamate